lithium indium iodide [I-].[In+3].[Li+].[I-].[I-].[I-]